FC1(CC(C1)C(CNC(OC(C)(C)C)=O)=O)F tert-butyl [2-(3,3-difluorocyclobutyl)-2-oxoethyl]carbamate